N(ω)-nitro-L-arginine methyl ester COC([C@@H](N)CCCNC(N[N+](=O)[O-])=N)=O